2-((4-((2-acetyl-4-methylphenoxy)methyl)-1H-1,2,3-triazol-1-yl)methyl)-5-hydroxy-4H-pyran-4-one C(C)(=O)C1=C(OCC=2N=NN(C2)CC=2OC=C(C(C2)=O)O)C=CC(=C1)C